(2S,5R)-2-(N-((4-acetylpiperazin-1-yl) sulfonyl) carbamimidoyl)-7-oxo-1,6-diazabicyclo[3.2.1]octan-6-yl hydrogen sulfate S(=O)(=O)(ON1[C@@H]2CC[C@H](N(C1=O)C2)C(NS(=O)(=O)N2CCN(CC2)C(C)=O)=N)O